C1(CC1)C=1NC(=NN1)C1CC2(CN(C2)C(=O)N2CC3(C2)CC(C3)CC3=CC(=C(C=C3)S(=O)(=O)C)C(F)(F)F)C1 [6-(5-cyclopropyl-4H-1,2,4-triazol-3-yl)-2-azaspiro[3.3]heptan-2-yl]-[6-[[4-methylsulfonyl-3-(trifluoromethyl)phenyl]methyl]-2-azaspiro[3.3]heptan-2-yl]methanone